C1(CCCCC1)NC(OC1=CC(=C(C=C1)O)C=1C=NC=C(C1)C1=NC=NN1)=O 3-(5-(1H-1,2,4-triazol-5-yl)pyridin-3-yl)-4-hydroxyphenyl cyclohexylcarbamate